F[P-](F)(F)(F)(F)F.N1(N=NC2=C1N=CC=C2)OC(=[NH2+])N O-(7-azabenzotriazol-1-yl)uronium hexafluorophosphate